FC(OC=1C=C(OC2=NC=C(C=N2)C2=CN=CC(=N2)NC2CCN(CC2)C(C=C)=O)C=CC1)F 1-[4-[[6-[2-[3-(difluoromethoxy)phenoxy]pyrimidin-5-yl]pyrazin-2-yl]amino]-1-piperidyl]prop-2-en-1-one